(Benzylmethyl)-N-(6-bromo-4-iodo-3-pyridinyl)cyclohexanecarboxamide 3-tert-butyl-5-(2H-benzotriazol-2-yl)-4-hydroxyphenylpropionate C(C)(C)(C)C=1C=C(C=C(C1O)N1N=C2C(=N1)C=CC=C2)OC(CC)=O.C(C2=CC=CC=C2)CC2(CCCCC2)C(=O)NC=2C=NC(=CC2I)Br